tert-butyl (2-(2-(2-(2-(3-((4R,Z)-9-amino-4-((4-hydroxybenzyl)carbamoyl)-2,11,16-trioxo-1-phenyl-3,8,10,12,15-pentaazaoctadec-9-en-1-yl)phenoxy)ethoxy)ethoxy)-ethoxy)ethyl)carbamate N/C(/NCCC[C@@H](NC(C(C1=CC=CC=C1)C=1C=C(OCCOCCOCCOCCNC(OC(C)(C)C)=O)C=CC1)=O)C(NCC1=CC=C(C=C1)O)=O)=N/C(NCCNC(CC)=O)=O